1-(4-vinylbenzyl)-3-methylimidazole chloride [Cl-].C(=C)C1=CC=C(CN2CN(C=C2)C)C=C1